N1=CC=C(C=C1)C=1C=CC=2N(C1)N=CC2N2CCN(CC2)C(=O)OC(C)(C)C tert-butyl 4-[6-(pyridin-4-yl)pyrazolo[1,5-a]pyridin-3-yl]piperazine-1-carboxylate